N-(2-(((2-Morpholinoethyl)amino)methyl)quinolin-8-yl)-4-(trifluoromethyl)benzenesulfonamide O1CCN(CC1)CCNCC1=NC2=C(C=CC=C2C=C1)NS(=O)(=O)C1=CC=C(C=C1)C(F)(F)F